CN1C(=NN=C1)C1CCN(CC1)C1=C(C#N)C=CC=C1C=1C=NC=CC1 2-(4-(4-methyl-4H-1,2,4-triazol-3-yl)piperidin-1-yl)-3-(pyridin-3-yl)benzonitrile